5-[bis(4-methoxybenzyl)aminocarbonyloxyethoxymethoxy]dimethylaminobenzylamine COC1=CC=C(CN(C(=O)OCCOCOC=2C=CC=C(CNN(C)C)C2)CC2=CC=C(C=C2)OC)C=C1